(S)-2,2-difluoro-N-(8-(methylamino)-5-(5-morpholinobenzo[d]oxazol-2-yl)-2,7-naphthyridin-3-yl)cyclopropane-1-carboxamide FC1([C@@H](C1)C(=O)NC=1N=CC2=C(N=CC(=C2C1)C=1OC2=C(N1)C=C(C=C2)N2CCOCC2)NC)F